FC1=CC(=C2NC=C3C2=C1C1=CC(CN([C@@H]1C3)C([2H])([2H])[2H])=O)F (R)-1,3-difluoro-7-(methyl-d3)-6,6a,7,8-tetrahydroindolo[4,3-fg]quinolin-9(4H)-one